ClC1=C(C=CC=C1)C1CN(CCN1C=1C=NC(=C(C1)F)C(=O)OC)C(=O)OC(C)(C)C tert-butyl 3-(2-chlorophenyl)-4-(5-fluoro-6-(methoxycarbonyl)pyridin-3-yl)piperazine-1-carboxylate